3'-Deoxy-2'-C-ethynyl-3'-fluoro-4'-C-fluoroguanosine C(#C)[C@@]1([C@@H](O[C@@]([C@H]1F)(CO)F)N1C=NC=2C(=O)NC(N)=NC12)O